cobalt-nickel silicon [Si].[Ni].[Co]